ClC=1C=C2N=C(C(=NC2=CC1Cl)NC1=CC(=C(C=C1)F)F)NCC1=CC(=C(C=C1)F)F 6,7-dichloro-N2-(3,4-difluorophenyl)-N3-(3,4-difluorobenzyl)quinoxaline-2,3-diamine